(E)-3-(2,6-dichloro-3,5-dimethoxyphenyl)-7-(methylamino)-1-(1-(4-morpholinobut-2-enoyl)piperidin-4-yl)-3,4-dihydropyrimido[4,5-d]pyrimidin-2(1H)-one ClC1=C(C(=C(C=C1OC)OC)Cl)N1C(N(C2=NC(=NC=C2C1)NC)C1CCN(CC1)C(\C=C\CN1CCOCC1)=O)=O